2-[2-(aminomethyl)-3,3-difluoro-allyl]-4-[[5-[6-(dimethylamino)-3-pyridinyl]benzothien-2-yl]methyl]-1,2,4-triazol-3-one NCC(CN1N=CN(C1=O)CC=1SC2=C(C1)C=C(C=C2)C=2C=NC(=CC2)N(C)C)=C(F)F